Ruthenium oxid [Ru]=O